3-((tert-butoxycarbonyl)amino)-4-fluoro-8-((triisopropylsilyl)ethynyl)naphthalen-1-yl trifluoromethanesulfonate FC(S(=O)(=O)OC1=CC(=C(C2=CC=CC(=C12)C#C[Si](C(C)C)(C(C)C)C(C)C)F)NC(=O)OC(C)(C)C)(F)F